C(=C)S(=O)(=O)[O-].[Ni+2].C(=C)S(=O)(=O)[O-] nickel (II) vinylsulfonate